OC1C(OC=2C=C(C(CC2C1=O)(O)O)O)C1=C(C=CC=C1)O 3,6,7,2',6-pentahydroxydihydroflavone